4,7-difluoro-3,3-dimethyl-5-(trifluoromethyl)-1H-indol-2-one FC1=C2C(C(NC2=C(C=C1C(F)(F)F)F)=O)(C)C